(R)-4-(4-(3,3-difluoropropoxy)-2,3-difluorophenyl)-1-(4H-imidazolo[1,2-a]pyridin-7-yl)azetidin-2-one FC(CCOC1=C(C(=C(C=C1)[C@H]1CC(N1C1=CC=2N(C=C1)C=CN2)=O)F)F)F